[Cl-].CN1C(COCC1)CC N-methyl-ethyl-morpholine chloride